6-(2H-1,2,3-triazol-2-yl)-5-(trifluoromethyl)pyridin N=1N(N=CC1)C1=C(C=CC=N1)C(F)(F)F